[(1R,5R)-5-Isopropenyl-2-methyl-cyclohex-2-en-1-yl] methyl carbonate C(O[C@H]1C(=CC[C@H](C1)C(=C)C)C)(OC)=O